CN(CC(=O)N1CCC2(C[C@@H](NC2=O)CCN2CCN(CC2)C2=CC=C(C=C2)F)CC1)C (R)-8-(dimethylglycyl)-3-(2-(4-(4-fluorophenyl)piperazin-1-yl)ethyl)-2,8-diazaspiro[4.5]Decan-1-one